FC1=C(C(=O)OC)C=C(C(=C1)O)CC(=C)C Methyl 2-fluoro-4-hydroxy-5-(2-methylallyl)benzoate